N-(5-((6-amino-5-chloropyridin-3-yl)ethynyl)-6-methylpyridin-3-yl)-4-((4-methylpiperazin-1-yl)methyl)-3-(trifluoromethyl)nicotinamide NC1=C(C=C(C=N1)C#CC=1C=C(C=NC1C)NC(C1(CN=CC=C1CN1CCN(CC1)C)C(F)(F)F)=O)Cl